C1(=CC=CC=C1)N(C(O)=O)C=1C=NC(=C(C1)Cl)C.BrC(C)(OC)OC 1-bromo-1,1-dimethoxyethane phenyl-(5-chloro-6-methylpyridin-3-yl)carbamate